ClC1=C(C=CC=C1)CN1N=C(C=C1C1=CC(=CC=C1)C(NC(C)C)=O)COC(C(=O)O)(C)C 2-([1-[(2-Chlorophenyl)methyl]-5-[3-[(propan-2-yl)carbamoyl]phenyl]-1H-pyrazol-3-yl]methoxy)-2-methyl-propanoic acid